(R)-5-cyano-N-(1-(2,4-difluorophenyl)-2,2,2-trifluoroethyl)-N-ethylpyridine-3-sulfonamide C(#N)C=1C=C(C=NC1)S(=O)(=O)N(CC)[C@@H](C(F)(F)F)C1=C(C=C(C=C1)F)F